2-(4-(((3-((2,6-dioxopiperidin-3-yl)amino)benzyl)(methyl)amino)methyl)phenyl)-5-fluorobenzofuran-7-carboxamide O=C1NC(CCC1NC=1C=C(CN(C)CC2=CC=C(C=C2)C=2OC3=C(C2)C=C(C=C3C(=O)N)F)C=CC1)=O